2-ethyl-1-(6-(2-hydroxypropan-2-yl)pyridin-2-yl)-6-(1,2,3,4-tetrahydroisoquinolin-5-ylamino)-1H-pyrazolo[3,4-d]pyrimidin-3(2H)-one C(C)N1N(C2=NC(=NC=C2C1=O)NC1=C2CCNCC2=CC=C1)C1=NC(=CC=C1)C(C)(C)O